NC1=NC(=CC(=N1)C=1C(=C(C#N)C=CC1)C)C#C[Si](C(C)C)(C(C)C)C(C)C 3-(2-amino-6-((triisopropylsilyl)ethynyl)pyrimidin-4-yl)-2-methylbenzonitrile